CS(=O)(=O)C1=CC=C(C=C1)NCC#C 3-[(4-methanesulfonylphenyl)-amino]prop-1-yn